TETRAHYDROPYRAN-4-OL O1CCC(CC1)O